COC(C1=C(C(=CC(=C1)I)F)CBr)=O 2-(bromomethyl)-3-fluoro-5-iodo-benzoic acid methyl ester